Tert-butyl (((2S,4S)-4-(2-carbamoyl-6-fluorophenyl)-5-chloro-2-phenyl-2,3-dihydrofuro[2,3-b]pyridin-2-yl)methyl)carbamate C(N)(=O)C1=C(C(=CC=C1)F)C1=C2C(=NC=C1Cl)O[C@@](C2)(C2=CC=CC=C2)CNC(OC(C)(C)C)=O